1-(9-(3-Chlorobenzyl)-1-methyl-beta-carbolin-6-yl)-3-(4-fluorophenyl)thiourea ClC=1C=C(CN2C3=CC=C(C=C3C=3C=CN=C(C23)C)NC(=S)NC2=CC=C(C=C2)F)C=CC1